tert-butyl ((1r,4r)-4-((4-(3,5-dimethylisoxazol-4-yl)-2-nitrophenyl)amino)cyclohexyl)carbamate CC1=NOC(=C1C1=CC(=C(C=C1)NC1CCC(CC1)NC(OC(C)(C)C)=O)[N+](=O)[O-])C